4-Nitrophenyl isothiocyanate [N+](=O)([O-])C1=CC=C(C=C1)N=C=S